(S)-4-(3-(2,4-Difluoro-3-hydroxy-5-(trifluoromethyl)phenyl)-1-methyl-1H-pyrazolo[4,3-c]pyridin-6-yl)-2-methyl-N-phenylpiperazine-1-carboxamide FC1=C(C=C(C(=C1O)F)C(F)(F)F)C1=NN(C2=C1C=NC(=C2)N2C[C@@H](N(CC2)C(=O)NC2=CC=CC=C2)C)C